N-octylmyristic acid amide C(CCCCCCC)NC(CCCCCCCCCCCCC)=O